C(CCC)N(C1=CC(=C(CC2=C(C(=O)O)C=CC=C2)C=C1)O)CCCC 2-[4-(Dibutylamino)-2-hydroxybenzyl]benzoic acid